C1(=CC=CC=C1)S(=O)(=O)N1[C@@H](CCC1)C(=O)N[C@@H](CCOC1CC(C1)CCC1=NC=2NCCCC2C=C1)C(=O)O N-((phenylsulfonyl)-L-prolyl)-O-((1S,3S)-3-(2-(5,6,7,8-tetrahydro-1,8-naphthyridin-2-yl)ethyl)cyclobutyl)-L-homoserine